N-methyl-N-((S)-1-(((S)-1-methylazepan-2-yl)sulfonyl)pyrrolidine-3-carbonyl)-L-valine methyl ester COC([C@@H](N(C(=O)[C@@H]1CN(CC1)S(=O)(=O)[C@@H]1N(CCCCC1)C)C)C(C)C)=O